C(CCCCC)(=O)N1[C@@H](CC(C1)O)C(=O)O N-(hexanoyl)-4-hydroxyproline